2,4-diethyl-5-amino-3-methylthiophene-2,4-dicarboxylic acid C(C)C1(SC(C(C1C)(C(=O)O)CC)N)C(=O)O